tartaric acid-d C(C(O)C(O)C(=O)O[2H])(=O)O